COC1=CC=C(C=C1)[C@@H](C(=O)NC1=CC=C(C=C1)OC)NC(=O)[C@H]1N(CCCC1)C(=O)OCC1=CC=CC=C1 benzyl (S)-2-(((S)-1-(4-methoxyphenyl)-2-((4-methoxyphenyl)amino)-2-oxoethyl)carbamoyl)piperidine-1-carboxylate